ethyl-(phenyl)(2-(pyridin-4-yl)ethyl)phosphorus oxide C(C)P(CCC1=CC=NC=C1)(C1=CC=CC=C1)=O